ClC=1N=C(C=2C(N1)=CN(N2)C)NCC2=CC=C(C=C2)C=2N(C=C(N2)C(F)(F)F)C 5-chloro-2-methyl-N-(4-(1-methyl-4-(trifluoromethyl)-1H-imidazol-2-yl)benzyl)-2H-pyrazolo[4,3-d]pyrimidin-7-amine